S1C=C(C=C1)[C@H]1[C@@H](C1)C(=O)O (1r,2r)-2-(3-thienyl)cyclopropane-1-carboxylic acid